FC1(CC(C1)CC(=O)O[C@H]1[C@H](NC[C@@H]1O)CC1=CC=C(C=C1)C1=CN=CS1)F (2R,3S,4S)-4-hydroxy-2-{[4-(1,3-thiazol-5-yl)phenyl]methyl}pyrrolidin-3-yl 2-(3,3-difluorocyclobutyl)acetate